(S)-tert-Butyl (1-((tert-butyldiphenylsilyl)oxy)-5-(methylamino)-5-oxopentan-2-yl)(4-(difluoromethoxy)benzyl)carbamate [Si](C1=CC=CC=C1)(C1=CC=CC=C1)(C(C)(C)C)OC[C@H](CCC(=O)NC)N(C(OC(C)(C)C)=O)CC1=CC=C(C=C1)OC(F)F